propan-2-yl 1-[6-(5-chloro-2-fluorophenyl)-4-({2-[3-(4-methylpiperazin-1-yl)propan-amido]pyridin-4-yl}amino)-pyridazin-3-yl]azetidine-3-carboxylate ClC=1C=CC(=C(C1)C1=CC(=C(N=N1)N1CC(C1)C(=O)OC(C)C)NC1=CC(=NC=C1)NC(CCN1CCN(CC1)C)=O)F